C(\C=C/C(=O)O)(=O)O.C(\C=C/C(=O)O)(=O)O.NCCCCON1C(=NC=2C(=NC=3C=CC=CC3C21)N)CCCC 1-(4-aminobutoxy)-2-butyl-1H-imidazo[4,5-c]quinolin-4-amine bismaleate salt